(4aS,8aS)-3,3-dimethyloctahydroquinoxaline-1(2H)-carboxylic acid tert-butyl ester C(C)(C)(C)OC(=O)N1CC(N[C@H]2CCCC[C@H]12)(C)C